7-thiabicyclo[2.2.1]hepta-2,5-diene-7,7-dioxide C12C=CC(C=C1)S2(=O)=O